BrC=1C(=C(C=CC1)CO)Cl (3-bromo-2-chlorophenyl)methanol